Cl.C(/C1=CC=CC=C1)=C/1\C(N\C(\C(N1)=O)=C/C=1N=C(NC1C(C)C)C(CC)C1NCCOC1)=O (3Z,6Z)-3-Benzylidene-6-((5-isopropyl-1-(3-morpholinyl)propylimidazol-4-yl)methylene)piperazine-2,5-dione, hydrochloride